3-(3-{4-[(Cis)-octahydrofuro[3,4-c]pyridine-5-carbonyl]phenyl}-1,2-oxazol-5-yl)-5-fluoro-6-(2-methoxyethoxy)-1H-indazole C1OC[C@H]2CN(CC[C@H]21)C(=O)C2=CC=C(C=C2)C2=NOC(=C2)C2=NNC1=CC(=C(C=C21)F)OCCOC